ClC1=CC=NC2=CC(=CC=C12)C1=C(C=C(CN2CC3(C2)CCOCC3)C=C1)F 2-(4-(4-chloroquinolin-7-yl)-3-fluorobenzyl)-7-oxa-2-azaspiro[3.5]nonane